FC1(CCC2=C1N=C(N=C2C2=CC=C(C=C2)C2(CS(C2)(=O)=O)NC(OCC[Si](C)(C)C)=O)SC)F 2-(trimethylsilyl)ethyl (3-(4-(7,7-difluoro-2-(methylthio)-6,7-dihydro-5H-cyclopenta[d]pyrimidin-4-yl)phenyl)-1,1-dioxidothietan-3-yl)carbamate